C(C)(C)(C)C=1C=C(C=CC1)NC(OCC=1C=C2C(N(CC2=C(C1)F)C1C(NC(CC1)=O)=O)=O)=O (2-(2,6-dioxopiperidin-3-yl)-7-fluoro-3-oxoisoindolin-5-yl)methyl (3-{tert-butyl} phenyl)carbamate